C(#N)C=1N=C(NC1C#N)C(F)(F)F.[Li] lithium 4,5-dicyano-2-(trifluoromethyl)imidazole